C(C)(C)(C)C1=CC=C2C=CC3=C(C=CC4=CC=C1C2=C34)C(C)(C)C 1,6-di-t-butylpyrene